C(CCC)OC1=C(C(=C(C=C1)C1=CC=C(C=C1)C1CCC(CC1)C=O)F)F 4-(4'-butoxy-2',3'-difluoro-[1,1'-biphenyl]-4-yl)cyclohexane-1-formaldehyde